2-bromo-5-nitronicotinaldehyde BrC1=C(C=O)C=C(C=N1)[N+](=O)[O-]